tert-Butyl methyl(2-(1-(phenylsulfonyl)-4-(pyrazolo[1,5-b]pyridazin-3-yl)-1H-pyrrolo[2,3-b]pyridin-2-yl)ethyl)carbamate CN(C(OC(C)(C)C)=O)CCC1=CC=2C(=NC=CC2C=2C=NN3N=CC=CC32)N1S(=O)(=O)C1=CC=CC=C1